6'-(((1S,3S)-3-((7-fluoro-[1,2,4]triazolo[1,5-a]pyridin-2-yl)amino)cyclopentyl)amino)-3-(2-hydroxypropane-2-yl)-2H-[1,3'-bipyridine]-2-one FC1=CC=2N(C=C1)N=C(N2)N[C@@H]2C[C@H](CC2)NC2=CC=C(C=N2)N2C(C(=CC=C2)C(C)(C)O)=O